heptadec-en C=CCCCCCCCCCCCCCCC